tertiarybutyliminotris(diethylamino)tantalum C(C)(C)(C)N=[Ta](N(CC)CC)(N(CC)CC)N(CC)CC